2-methyl-N-(1-methylpiperidin-4-yl)-5-((2-(((tetrahydro-2H-pyran-2-yl)oxy)methyl)-benzyl)oxy)benzofuran-3-carboxamide CC=1OC2=C(C1C(=O)NC1CCN(CC1)C)C=C(C=C2)OCC2=C(C=CC=C2)COC2OCCCC2